[C@@H]1([C@H]([C@H](O[C@@H]([C@@H]1O)OP(=O)(O)O)C(=O)O)O)O The molecule is an uronic acid phosphate that is alpha-D-galacturonic acid carrying a phosphate group at position 1. It has a role as a plant metabolite. It derives from an alpha-D-galacturonic acid. It is a conjugate acid of a 1-phosphonato-alpha-D-galacturonate(3-).